9-(2-Cyclopropylethoxy)-6-isopropyl-3-(1H-tetrazol-5-yl)-10-(thiazol-2-yl)-6,7-dihydro-2H-pyrido[2,1-a]isoquinolin-2-one C1(CC1)CCOC=1C=C2CC(N3C(C2=CC1C=1SC=CN1)=CC(C(=C3)C3=NN=NN3)=O)C(C)C